(19R)-3-ethyl-16-fluoro-10,19-dimethyl-20-oxa-3,4,8,9,23-pentaazapentacyclo[19.3.1.02,6.08,12.013,18]pentacosa-1(24),2(6),4,9,11,13,15,17,21(25),22-decaen-22-amine C(C)N1C=2C3=CN=C(C(O[C@@H](C4=CC(=CC=C4C4=CC(=NN4CC2C=N1)C)F)C)=C3)N